1-(3-(1-ethoxyvinyl)-2-fluorophenyl)-1,1-difluoro-2-methylpropan-2-ol C(C)OC(=C)C=1C(=C(C=CC1)C(C(C)(O)C)(F)F)F